C1(CC1)C1=C(C(=NO1)C1=C(C=CC=C1)C(F)(F)F)CO[C@H]1[C@@H]2CN([C@H](C1)C2)C2=C(C=C(C(=O)OC(C)(C)C)C=C2)F tert-butyl 4-[(1S,4S,5R)-5-([5-cyclopropyl-3-[2-(trifluoromethyl)phenyl]-1,2-oxazol-4-yl]methoxy)-2-azabicyclo[2.2.1]heptan-2-yl]-3-fluorobenzoate